N-{tert-butoxycarbonyl}-N-methylglycine C(C)(C)(C)OC(=O)N(CC(=O)O)C